ClC=1C(=NC(=NC1)NC1=C(C=C(C(=C1)C)C=1C[C@H](N([C@@H](C1)C)C1COC1)C)OC(C)C)NC1=C(C=CC=C1)S(=O)(=O)C(C)C 5-chloro-N2-(4-((2R,6R)-2,6-dimethyl-1-(oxetan-3-yl)-1,2,3,6-tetrahydropyridin-4-yl)-2-isopropoxy-5-methyl-phenyl)-N4-(2-(isopropylsulfonyl)phenyl)pyrimidine-2,4-diamine